(1S,2S)-N-[7-chloro-6-[4-((3R,4R)-4-hydroxy-3-methyl-tetrahydrofuran-3-yl)piperazin-1-yl]-3-isoquinolinyl]-2-methyl-2-tetrahydrofuran-3-yl-cyclopropanecarboxamide ClC1=C(C=C2C=C(N=CC2=C1)NC(=O)[C@@H]1[C@@](C1)(C1COCC1)C)N1CCN(CC1)[C@@]1(COC[C@@H]1O)C